p-toluenesulfonic acid-4,5-dimethoxy-2-nitrobenzyl ester COC1=CC(=C(COS(=O)(=O)C2=CC=C(C)C=C2)C=C1OC)[N+](=O)[O-]